COC1=CC=C(C=C1)C1C(NC=2N(C1=O)N=C(C2C2=CC=CC=C2)C2=NC=CC=C2)=O 6-(4-methoxyphenyl)-3-phenyl-2-(pyridin-2-yl)pyrazolo[1,5-a]Pyrimidine-5,7(4H,6H)-dione